CN(CCCC(=O)O)C(=O)OC=C1OC(OC1C)=O 4-[methyl-[(5-methyl-2-oxo-1,3-dioxolyl-4-yl)methoxycarbonyl]amino]butanoic acid